C(CN(CC1=C(C=CC(=C1)S(=O)(=O)O)O)CC(=O)O)N(CC1=C(C=CC(=C1)S(=O)(=O)O)O)CC(=O)O 2,2'-(ethane-1,2-diylbis((2-hydroxy-5-sulfobenzyl)azanediyl))diacetic acid